(7-fluorobenzo[d]thiazol-4-yl)boronic acid FC1=CC=C(C=2N=CSC21)B(O)O